3,3-diethoxyacrylonitrile C(C)OC(=CC#N)OCC